(bromomethyl)-6-chloropyridine BrCC1=NC(=CC=C1)Cl